C(C)(C)(C)OC(=O)NCC1N(CCC1)C=1N=C(N(C1C(=O)OC)CC1=CC=C(C=C1)Cl)OC1=CC(=CC=C1)OC(F)(F)F methyl 4-[2-([[(tert-butoxy) carbonyl] amino] methyl) pyrrolidin-1-yl]-1-[(4-chlorophenyl) methyl]-2-[3-(trifluoromethoxy) phenoxy]-1H-imidazole-5-carboxylate